(5-(4-((1H-indazol-5-yl)amino)pyrimidin-2-yl)isoindolin-2-yl)(3,3-difluorocyclobutyl)methanone N1N=CC2=CC(=CC=C12)NC1=NC(=NC=C1)C=1C=C2CN(CC2=CC1)C(=O)C1CC(C1)(F)F